4-Chloro-N-(2-chloro-3-{(4S)-2-imino-4-methyl-1-[(2R*,4R*)-2-methyltetrahydropyran-4-yl]-6-oxo-hexahydropyrimidin-4-yl}phenyl)-benzamide hydrochloride Cl.ClC1=CC=C(C(=O)NC2=C(C(=CC=C2)[C@]2(NC(N(C(C2)=O)[C@H]2C[C@H](OCC2)C)=N)C)Cl)C=C1 |o1:22,24|